P(OCCCCCCCC)(OCCCCCCCC)OCCCCCCCC trin-octyl phosphite